CN1C[C@H]([C@@H](CC1)C=O)C1=CC=CC=C1 ((3R,4R)-1-methyl-3-phenylpiperidin-4-yl)methanone